(4-chlorophenyl)(1-(3-chlorophenyl)cyclopentyl)methyl (4-methyl-1-oxo-1-((1-oxo-3-(2-oxopyrrolidin-3-yl)propan-2-yl)amino)pentan-2-yl)carbamate CC(CC(C(NC(C=O)CC1C(NCC1)=O)=O)NC(OC(C1(CCCC1)C1=CC(=CC=C1)Cl)C1=CC=C(C=C1)Cl)=O)C